2-[4-(2,4-difluorophenoxy)phenyl]-7-[1-(prop-2-enoyl)azetidin-3-yl]-4,5,6,7-tetrahydro-2H-pyrazolo[3,4-b]pyrazine-3-carboxamide FC1=C(OC2=CC=C(C=C2)N2N=C3N(CCNC3=C2C(=O)N)C2CN(C2)C(C=C)=O)C=CC(=C1)F